(2S,3S)-2-[(3S)-2-oxopiperazin-1-yl]3-methylpentanoic acid O=C1N(CCNC1)[C@H](C(=O)O)[C@H](CC)C